[Na+].C(\C=C/C(=O)[O-])(=O)OCCCCCCCCCCCCCCCC cetyl maleate sodium salt